O=C1NC=CC2=CC(=CC=C12)NC1C[C@H]2CC[C@@H](C1)N2C(=O)[C@]2(CN(CC2)C(=O)OCC2=CC=CC=C2)C benzyl (R)-3-({(1R,3S,5S)-3-(1-oxo-6-isoquinolylamino)-8-azabicyclo[3.2.1]oct-8-yl}carbonyl)-3-methyl-1-pyrrolidinecarboxylate